((S)-1-phenylethyl)carbamic acid tert-butyl ester C(C)(C)(C)OC(N[C@@H](C)C1=CC=CC=C1)=O